NC1=C(C=C(C=N1)C=1C=C2N(N1)CC[C@]21CN(CC1)C(=O)NCC12COC(C1)(C2)C)C(F)(F)F |r| (rac)-2'-[6-amino-5-(trifluoromethyl)pyridin-3-yl]-N-[(1-methyl-2-oxabicyclo[2.1.1]hexan-4-yl)methyl]-5',6'-dihydrospiro[pyrrolidine-3,4'-pyrrolo[1,2-b]pyrazole]-1-carboxamide